((2-((4,5-dimethylthiazol-2-yl)carbamoyl)phenyl)amino)-5-oxopentanoic acid CC=1N=C(SC1C)NC(=O)C1=C(C=CC=C1)NC(C(=O)O)CCC=O